6,6-dimethyl-3-aza-bicyclo[3.1.0]hexane CC1(C2CNCC12)C